4-(piperidin-4-ylidenemethyl)-2-(trifluoromethyl)benzamide N1CCC(CC1)=CC1=CC(=C(C(=O)N)C=C1)C(F)(F)F